C[C@@H]1N([C@@H](CNC1)C)C(=O)OC(C)(C)C tert-butyl (2S,6R)-2,6-dimethylpiperazine-1-carboxylate